7-(1-(difluoromethyl)cyclopropyl)-5-iodo-7H-pyrrolo[2,3-d]pyrimidin-4-amine FC(C1(CC1)N1C=C(C2=C1N=CN=C2N)I)F